C(C=C)C1(CCN(CC1)C(=O)OC(C)(C)C)NC1=CC(=C(C=C1)F)F tert-butyl 4-allyl-4-((3,4-difluorophenyl)amino)piperidine-1-carboxylate